COC=1C=CC2=C(N=C(S2)C=2C=NC=CC2NC2CCC(CC2)CO)C1 (4-((3-(5-methoxybenzo[d]thiazol-2-yl)pyridin-4-yl)amino)cyclohexyl)methanol